COCCOCOCCOCC 2,5,7,10-Tetraoxadodecane